7-pentoxychromone C(CCCC)OC1=CC=C2C(C=COC2=C1)=O